4-[3-[2,6-Dichloro-4-[rac-(1R,3r,5S)-3-methoxy-8-azabicyclo[3.2.1]octan-8-yl]benzoyl]-2,4-dihydro-1,3-benzoxazin-8-yl]-5-fluoro-2-(3-oxa-8-azabicyclo[3.2.1]octan-8-yl)benzoic acid ClC1=C(C(=O)N2COC3=C(C2)C=CC=C3C3=CC(=C(C(=O)O)C=C3F)N3C2COCC3CC2)C(=CC(=C1)N1[C@H]2CC(C[C@@H]1CC2)OC)Cl |r|